Di-nitro-salicylic acid [N+](=O)([O-])C=1C(=C(C(C(=O)O)=CC1)O)[N+](=O)[O-]